C(C)(C)(C)NC(O)=O.C(NN)(=O)OC(C)(C)C tert-butyl carbazate (tert-butyl carbamate)